OC1CCN(CC1)CCC=1C=C2C(=CC(=NC2=CC1)N(CC(=O)O)C)C1=CC=CC=C1 2-({6-[2-(4-hydroxypiperidin-1-yl)ethyl]-4-phenylquinolin-2-yl}(methyl)amino)acetic acid